C(C)(C)(C)OC(CCCCCCCCCCCCCCCCC(=O)NCCC(=O)OC(C)(C)C)=O 18-(t-butoxy)-N-(3-(t-butoxy)-3-oxopropyl)-18-oxooctadecanamide